(R,E)-N-(4-amino-2-ethoxyphenyl)-3-(1-methylpyrrolidine-2-yl)acrylamide NC1=CC(=C(C=C1)NC(\C=C\[C@@H]1N(CCC1)C)=O)OCC